6-(3-ethylsulfonyl-6-hydroxy-imidazo[1,2-a]pyridin-2-yl)-3-(trifluoromethyl)-7H-pyrrolo[3,4-b]pyridin-5-one C(C)S(=O)(=O)C1=C(N=C2N1C=C(C=C2)O)N2CC1=NC=C(C=C1C2=O)C(F)(F)F